3-(3-hydroxy-5-(5-isopropylbenzo[b]thiophen-2-yl)picolinamido)-2,2-dimethylpropanoic acid OC=1C(=NC=C(C1)C1=CC2=C(S1)C=CC(=C2)C(C)C)C(=O)NCC(C(=O)O)(C)C